C(C)N1N=C(C=C1C1=NNC(=N1)C1=C2C=NN(C2=CC(=C1)C(=O)N)CCN1CCOC2(CCCC2)C1)C 4-[3-(1-ethyl-3-methyl-1H-pyrazol-5-yl)-1H-1,2,4-triazol-5-yl]-1-[2-(6-oxa-9-azaspiro[4.5]decan-9-yl)ethyl]-1H-indazole-6-carboxamide